OC1=C(C(=O)O)C=C(C=C1)NC1(CO)[C@@H](O)[C@H](O[C@H]2[C@H](O)[C@@H](O)[C@@H](O)[C@H](O2)CO)[C@H](O1)CO 2-hydroxy-5-{[4-O-(β-D-galactopyranosyl)-D-fructofuranosyl]amino}benzoic acid